CC(C)=CCN1CC[C@]2(C)C3C=C(O)C=CC=3C[C@H]1[C@H]2C (+)-pentazocine